ClC1=C(C=CC(=C1)F)C(=O)N1CC2CCC(C1)N2C2=C(C=CC(=C2)S(=O)(=O)C2CCNCC2)OCOC (2-chloro-4-fluoro-phenyl)-[8-[2-(methoxymethoxy)-5-(4-piperidylsulfonyl)phenyl]-3,8-diazabicyclo[3.2.1]octan-3-yl]methanone